[1-[9-ethyl-6-(2-methyl-benzoyl)carbazol-3-yl]ethylideneamino] acetat C(C)(=O)ON=C(C)C=1C=CC=2N(C3=CC=C(C=C3C2C1)C(C1=C(C=CC=C1)C)=O)CC